(5-(((1S,2S)-2-(2-oxa-7-azaspiro[3.5]non-7-yl)cyclohexyl)oxy)-1-oxoisoindolin-2-yl)piperidine-2,6-dione C1OCC12CCN(CC2)[C@@H]2[C@H](CCCC2)OC=2C=C1CN(C(C1=CC2)=O)N2C(CCCC2=O)=O